N-(N-(3-((5-((3S,4S)-4-amino-3-methyl-2-oxa-8-azaspiro[4.5]decan-8-yl)pyrazin-2-yl)thio)-2-chlorophenyl)sulfamoyl)pyrrolidine-1-carboxamide N[C@@H]1[C@@H](OCC12CCN(CC2)C=2N=CC(=NC2)SC=2C(=C(C=CC2)NS(=O)(=O)NC(=O)N2CCCC2)Cl)C